N-(4-ethylphenyl)-5-(2-hydroxy-5-methoxybenzoyl)-2-imino-2H-pyran-3-carboxamide C(C)C1=CC=C(C=C1)NC(=O)C=1C(OC=C(C1)C(C1=C(C=CC(=C1)OC)O)=O)=N